1-(2-isopropyl-1-naphthyl)cyclopropanamine C(C)(C)C1=C(C2=CC=CC=C2C=C1)C1(CC1)N